C(C)(C)(C)OC(=O)N1CC(CC1)\C=C/C(C1=CC=C(C=C1)C(F)(F)F)OC (Z)-3-(3-methoxy-3-(4-(trifluoromethyl)phenyl)prop-1-en-1-yl)pyrrolidine-1-carboxylic acid tert-butyl ester